trans-2,2-dimethyl-N-(4-methylpyrrolidin-3-yl)-3-((3-(trifluoromethoxy)pyridin-2-yl)oxy)propanamide CC(C(=O)N[C@@H]1CNC[C@H]1C)(COC1=NC=CC=C1OC(F)(F)F)C